C=CC=CCCCCCCCCCCCCCC(=O)O 18-octadecadienoic acid